N-[(3-aminophenyl)methyl]-6-chloropyrazin-2-amine NC=1C=C(C=CC1)CNC1=NC(=CN=C1)Cl